ClC=1C=C(C[C@@]2(CC([C@@H](C2)N=C(C2=CC=CC=C2)C2=CC=CC=C2)(F)F)C(=O)OC)C=CC1 methyl (1R,4R)-1-(3-chlorobenzyl)-4-((diphenylmethylene)amino)-3,3-difluorocyclopentane-1-carboxylate